COC=1C=C(C=CC1)C1=CC2=C(N=C(S2)NC2=NC=CC(=C2)CN2CCCC2)C=C1 2-((6-(3-methoxyphenyl)benzo[d]thiazol-2-yl)amino)-4-(pyrrolidin-1-ylmethyl)pyridine